N-((4-methoxyphenyl)(methyl)(oxo)-λ6-sulfaneylidene)-5-(5-(trifluoromethyl)-1,2,4-oxadiazol-3-yl)pyrazine-2-carboxamide COC1=CC=C(C=C1)S(=NC(=O)C1=NC=C(N=C1)C1=NOC(=N1)C(F)(F)F)(=O)C